[O-]CCC.C(CCC)[Mg+] n-butyl-magnesium propoxide